C1(CCC1)[C@@]1(C(N(CC1)C=1C=2N(N=CC1)C=C(C2)C=2C=NN(C2)C)=O)C#N (R)-3-cyclobutyl-1-(6-(1-methyl-1H-pyrazol-4-yl)pyrrolo[1,2-b]pyridazin-4-yl)-2-oxopyrrolidine-3-carbonitrile